C(#N)C1=CC=2N(N=C1)C(=CC2)C2=CC(=C(C=N2)C2=NN=C(S2)N2CCN(CC2)C(=O)OC(C)(C)C)N[C@H]2COCC2 tert-Butyl 4-[5-(6-{3-cyanopyrrolo[1,2-b]pyridazin-7-yl}-4-{[(3R)-oxolan-3-yl]amino}pyridin-3-yl)-1,3,4-thiadiazol-2-yl]piperazine-1-carboxylate